NC1(COCCC1)C(=O)O 3-aminotetrahydropyran-3-carboxylic acid